[Li+].F[C@@H](C(=O)[O-])ON1[C@@H]2C=C([C@H](N(C1=O)C2)C(N(C)NS(N)(=O)=O)=O)C (2S)-2-fluoro-2-[[(2S,5R)-3-methyl-7-oxo-2-[(sulfamoylamino)-methylcarbamoyl]-1,6-diazabicyclo[3.2.1]oct-3-en-6-yl]oxy]acetic acid lithium salt